ClC=1C=C(C=CC1F)C(NC1=NC=C(C=C1)OC(F)F)C=1NC(=C(N1)S(=O)(=N)C)C N-[(3-chloro-4-fluorophenyl)-[5-methyl-4-(methylsulfonimidoyl)-1H-imidazol-2-yl]methyl]-5-(difluoromethoxy)pyridin-2-amine